1,1,1-trifluoro-2-(3-(4-fluoro-6-((R)-piperidin-3-ylamino)pyridin-2-yl)imidazo[1,2-a]pyrazin-6-yl)propan-2-ol FC(C(C)(O)C=1N=CC=2N(C1)C(=CN2)C2=NC(=CC(=C2)F)N[C@H]2CNCCC2)(F)F